CN(C(C(=O)ON1C(CCC1=O)=O)CCSSC1=NC=CC=C1)C 2-(dimethylamino)-4-(2-pyridyldithio)-butyric acid, 2,5-dioxo-1-pyrrolidinyl ester